(2R,2'S)-3'-allyl-2'-benzyl-2'-fluoro-3'-hydroxy-4H-spiro[benzo[d][1,3]dioxine-2,1'-cyclohexan]-4-one C(C=C)C1([C@@]([C@@]2(CCC1)OC(C1=C(O2)C=CC=C1)=O)(F)CC1=CC=CC=C1)O